N-(4-(1-(difluoromethyl)cyclopropyl)phenyl)-1,1-diphenylmethaneimine FC(C1(CC1)C1=CC=C(C=C1)N=C(C1=CC=CC=C1)C1=CC=CC=C1)F